NC1=C(C(=O)NC2CCC(CC2)O)C=C(C=N1)C1=CC=C(C=C1)[C@@]12CN(C[C@H]2C1)C1CCN(CC1)S(=O)(=O)C 2-Amino-N-((1r,4R)-4-hydroxycyclohexyl)-5-(4-((1R,5S)-3-(1-(methylsulfonyl)piperidin-4-yl)-3-azabicyclo[3.1.0]hexan-1-yl)phenyl)nicotinamid